Cl.NC1CCC(CC1)(C(=O)NC)F (trans)-4-Amino-1-fluoro-N-methylcyclohexanecarboxamide hydrochloride